FC=1C(=C(C=CC1F)[C@H]1[C@@H](O[C@]([C@H]1C)(C(F)(F)F)C)C(=O)NC=1C=CN2C(NC=CC21)=O)OC (2R,3S,4S,5R)-3-(3,4-difluoro-2-methoxyphenyl)-4,5-dimethyl-N-(1-oxo-1,2-dihydropyrrolo[1,2-c]pyrimidin-5-yl)-5-(trifluoromethyl)tetrahydrofuran-2-carboxamide